(1aR,5aR)-2-(2-Chloro-4-fluoro-phenyl)-1a,2,5,5a-tetrahydro-1H-2,3-diaza-cyclopropa[a]pentalene-4-carboxylic acid (1-pyridin-2-yl-cyclobutyl)-amide N1=C(C=CC=C1)C1(CCC1)NC(=O)C=1C=2C[C@@H]3[C@H](C2N(N1)C1=C(C=C(C=C1)F)Cl)C3